N-((2S,4R)-1-((R)-10-((4-chloro-2-oxopyridin-1(2H)-yl)methyl)-7-azaspiro[4.5]decane-7-carbonyl)-2-phenylpiperidin-4-yl)-2,2,2-trifluoro-N-methylacetamide ClC1=CC(N(C=C1)C[C@@H]1CCN(CC12CCCC2)C(=O)N2[C@@H](C[C@@H](CC2)N(C(C(F)(F)F)=O)C)C2=CC=CC=C2)=O